NC(CCCCC)CCCCC 6-Aminoundecane